N1C(=O)NC(=O)C(=C1)C1=CC=CC=C1C=NO uracil-benzaldoxime